BrC1=C(C=C(C(=C1)Br)OC)S(=O)(=O)N[C@@H](C(=O)OC)CCCC(F)(F)F methyl (R)-2-((2,4-dibromo-5-methoxyphenyl)sulfonamido)-6,6,6-trifluorohexanoate